CC=1N=CC2=C(N1)N(C(C(=C2)N2CCN(CC2)C(=O)OC(C)(C)C)=O)CC2=NC=CC=C2C(F)(F)F tert-butyl 4-(2-methyl-7-oxo-8-((3-(trifluoromethyl)pyridin-2-yl)methyl)-7,8-dihydropyrido[2,3-d]pyrimidin-6-yl)piperazine-1-carboxylate